ClC=1C=C2C(=NN1)N(C[C@@H]1N2CC(C1)=O)C(=O)OC(C)(C)C tert-butyl (R)-2-chloro-8-oxo-6a,7,8,9-tetrahydropyrrolo[1',2':4,5]pyrazino[2,3-c]pyridazine-5(6H)-carboxylate